C(C)N1C(C(C2=CC=CC=C12)(C)C)C 1-ethyl-2,3,3-trimethyl-3H-indole